ClC=1C=CC(=C(C1)C1=C2C(=NC(=C1)C)C(=CS2)C(=O)OC(C)(C)C)OCCN2C(=NC1=C(C2=O)C(=C(N=C1)CCO)C#N)C tert-butyl 7-(5-chloro-2-(2-(5-cyano-6-(2-hydroxyethyl)-2-methyl-4-oxopyrido[3,4-D]pyrimidin-3(4H)-yl) ethoxy) phenyl)-5-methylthieno[3,2-b]pyridine-3-carboxylate